(S)-(3,4-dichloro-10-methyl-7,8-dihydropyrido[4',3':3,4]pyrazolo[1,5-a]pyrazin-9(10H)-yl)(5-methoxypyrimidin-2-yl)methanone ClC1=C(C2=NN3C([C@@H](N(CC3)C(=O)C3=NC=C(C=N3)OC)C)=C2C=N1)Cl